2-(1-chloroisoquinoline-4-yl)-9-phenyl-9H-carbazole ClC1=NC=C(C2=CC=CC=C12)C1=CC=2N(C3=CC=CC=C3C2C=C1)C1=CC=CC=C1